2-PROPEN-1-YL-BORONIC ACID C(C=C)B(O)O